6-hydroxy-1-methyl-1,2,3,4-tetrahydroquinolin-2-one OC=1C=C2CCC(N(C2=CC1)C)=O